C1(CCC1)OC1=CC(=NC(=C1)OC)N 4-cyclobutoxy-6-methoxypyridin-2-amine